methyl 4-{(1S)-2-[4,6-bis(trifluoromethyl)-1,3,5-triazin-2-yl]-6-chloro-2,3,4,9-tetrahydro-1H-pyrido[3,4-b]indol-1-yl}-3-methylbutanoate FC(C1=NC(=NC(=N1)C(F)(F)F)N1[C@H](C=2NC3=CC=C(C=C3C2CC1)Cl)CC(CC(=O)OC)C)(F)F